(methacryloyloxypropoxycarbonyl(ethyl))-3-triethoxysilylpropyl-amine C(C(=C)C)(=O)OCCCOC(=O)CCNCCC[Si](OCC)(OCC)OCC